ClC1=CC=C2C(=N1)C(CN2)(C)C 5-Chloro-3,3-dimethyl-2,3-dihydro-1H-pyrrolo[3,2-b]pyridine